FC=1C=C2C(C(=COC2=CC1F)C1=CC=CC=C1)=O 6,7-difluoro-3-phenylchromone